N-(3-bromo-6-cyano-1-cyclobutyl-1H-indol-2-yl)-3,3-dimethylbutyramide BrC1=C(N(C2=CC(=CC=C12)C#N)C1CCC1)NC(CC(C)(C)C)=O